COC(C(C(=O)OC)[C@@H](C[N+](=O)[O-])C=1SC(=CC1)OC)=O |o1:8| (S*)-2-[1-(5-methoxythiophen-2-yl)-2-nitroethyl]malonic acid dimethyl ester